F[B-](F)(F)F.C[P+](C)C trimethyl-phosphorus tetrafluoroborate